7-bromo-5-(1H-imidazole-1-yl)-1H-pyrazolo[3,4-c]Pyridine BrC=1N=C(C=C2C1NN=C2)N2C=NC=C2